OC(C)C12CC(CC(N1C(=O)C1=NC=CC=C1)C2)C (cis-1-(1-hydroxyethyl)-3-methyl-6-azabicyclo[3.1.1]heptan-6-yl)(pyridin-2-yl)methanone